C1(CC1)[C@H](C#N)OC1=C2CC([C@H](C2=C(C=C1)SC(F)(F)F)O)(F)F (2R)-2-cyclopropyl-2-(((S)-2,2-difluoro-1-hydroxy-7-(trifluoromethylsulfanyl)-2,3-dihydro-1H-inden-4-yl)oxy)acetonitrile